1-(2-amino-3-methylpyridin-4-yl)-N-(5-chloro-6-(2H-1,2,3-triazol-2-yl)pyridin-3-yl)-5-(trifluoromethyl)-1H-pyrazole-4-carboxamide NC1=NC=CC(=C1C)N1N=CC(=C1C(F)(F)F)C(=O)NC=1C=NC(=C(C1)Cl)N1N=CC=N1